C1CCC12NCCC2NC(OC(C)(C)C)=O tert-butyl (5-azaspiro[3.4]octan-8-yl)carbamate